DIHYDROPYRIDAZIN-3,5-DION N1NC(CC(C1)=O)=O